C(C)(=O)C1=CC2=C(C3=CC=CC=C3C(=C2C=C1)CNCCCCCCNC(OC(C)(C)C)=O)CNCCCCCCNC(OC(C)(C)C)=O (s)-di-tert-butyl ((((2-acetylanthracene-9,10-diyl) bis(methylene))bis(azanediyl)) bis(hexane-6,1-diyl))dicarbamate